COC=1C=C(C=CC1OC)CC(CCC=C)O 1-(3,4-dimethoxyphenyl)hex-5-en-2-ol